C(C1=CC=CC=C1)O[C@@H]1[C@@H]([C@H](OCCN=[N+]=[N-])O[C@@H]([C@H]1OCC1=CC=CC=C1)COCC1=CC=CC=C1)O 2-Azidoethyl 3,4,6-tri-O-benzyl-β-D-mannopyranoside